FC1=C(C(=C(C(=C1F)F)F)F)[B-](C1=C(C(=C(C(=C1F)F)F)F)F)(C1=C(C(=C(C(=C1F)F)F)F)F)C1=C(C(=C(C(=C1F)F)F)F)F.C1(=CC=CC=C1)[C+](C1=CC=CC=C1)C1=CC=CC=C1 triphenylcarbenium Tetrakis(perfluorophenyl)borate